CCCC(C)CCCCCCCCCCC(=O)O The molecule is a methyl-branched fatty acid that is pentadecanoic acid substituted by a methyl group at position 12. It has a role as a bacterial xenobiotic metabolite, a marine metabolite and a Caenorhabditis elegans metabolite. It is a methyl-branched fatty acid, a long-chain fatty acid and a saturated fatty acid.